benzoxazolyl-biotin O1C(=NC2=C1C=CC=C2)C(C(O)=O)CCC[C@@H]2SC[C@@H]1NC(=O)N[C@H]21